tert-butyl 4-chloro-6-methyl-1H-pyrrolo[2,3-b]pyridine-1-carboxylate ClC1=C2C(=NC(=C1)C)N(C=C2)C(=O)OC(C)(C)C